dioctyltin bis(ethyl maleate) C(C)/C(/C(=O)[O-])=C/C(=O)[O-].C(C)/C(/C(=O)[O-])=C/C(=O)[O-].C(CCCCCCC)[Sn+4]CCCCCCCC